4-(2-ethoxy-2-oxoethyl)-2-(hydroxymethyl)-3-oxopiperazine-1-carboxylic acid tert-butyl ester C(C)(C)(C)OC(=O)N1C(C(N(CC1)CC(=O)OCC)=O)CO